6-tertiary butyl-2,3-dicyanonaphthalene C(C)(C)(C)C=1C=C2C=C(C(=CC2=CC1)C#N)C#N